SCCCOB(O)O mercaptopropyl-boric acid